diphenylsulfonium benzenesulfonate C1(=CC=CC=C1)S(=O)(=O)[O-].C1(=CC=CC=C1)[SH+]C1=CC=CC=C1